COC(N[C@@H](CC\C=C\C(=O)N(C)C)C(NC=1C(N(C=CC1)CC=1NC2=NC=NC(=C2N1)C=C(C)C)=O)=O)=O Methyl-N-[(E,1S)-6-(dimethylamino)-1-[[1-[[6-(2-methylprop-1-enyl)-9H-purin-8-yl]methyl]-2-oxo-3-pyridyl]carbamoyl]-6-oxo-hex-4-enyl]carbamat